tert-butyl 4-[[4,5-dichloro-3-fluoro-2-(prop-2-en-1-yloxy)phenyl](hydroxy)methyl]piperidine-1-carboxylate ClC1=C(C(=C(C=C1Cl)C(C1CCN(CC1)C(=O)OC(C)(C)C)O)OCC=C)F